C(CCC)NC1=CC(=NC=N1)O[C@@H]1CN(CC1)CC(=O)NC=1C=CC=C2C(=CNC12)C1=NC(=NC=C1C)NC1=NN(C(=C1)C)C (S)-2-(3-((6-(butylamino)pyrimidin-4-yl)oxy)pyrrolidin-1-yl)-N-(3-(2-((1,5-dimethyl-1H-pyrazol-3-yl)amino)-5-methylpyrimidin-4-yl)-1H-indol-7-yl)acetamide